O1CC(C1)C(=O)N1CC2(C1)C[C@@H](CC2)N2CCC(CC2)C2=C(C=CC=C2)OC(F)(F)F (R)-oxetan-3-yl(6-(4-(2-(trifluoromethoxy)phenyl)piperidin-1-yl)-2-azaspiro[3.4]octan-2-yl)methanone